tert-butyl (3,4-dimethylbenzyl)(1-(3-(5-oxo-4-(prop-2-yn-1-yl)-5,6-dihydro-4H-1,3,4-oxadiazin-2-yl)pyrazin-2-yl)ethyl)carbamate CC=1C=C(CN(C(OC(C)(C)C)=O)C(C)C2=NC=CN=C2C=2OCC(N(N2)CC#C)=O)C=CC1C